FC=1C=C(C=CC1N1CCN(CC1)C1COC1)NC(OCC1=CC=CC=C1)=O benzyl (3-fluoro-4-(4-(oxetan-3-yl)piperazin-1-yl)phenyl)carbamate